3-chloro-5-((difluoromethyl)sulfonyl)-N-((2-(6-((cis)-2,6-dimethylmorpholino)pyridin-2-yl)-1,6-naphthyridin-7-yl)methyl)benzamide ClC=1C=C(C(=O)NCC2=NC=C3C=CC(=NC3=C2)C2=NC(=CC=C2)N2C[C@@H](O[C@@H](C2)C)C)C=C(C1)S(=O)(=O)C(F)F